4-((1-(4-(2-(2-aminopyridin-3-yl)-5-(3-methyl-1H-1,2,4-triazol-1-yl)-3H-imidazo[4,5-b]pyridin-3-yl)benzyl)piperidin-4-yl)amino)pyrimidine-2-carbonitrile NC1=NC=CC=C1C1=NC=2C(=NC(=CC2)N2N=C(N=C2)C)N1C1=CC=C(CN2CCC(CC2)NC2=NC(=NC=C2)C#N)C=C1